ClC=1C(=NC(=NC1)N1CCC(CC1)NC1=CC=C2C(=NN(C2=C1)C)N1C(NC(CC1)=O)=O)NC=1C=C2C=C(C(N(C2=CC1)C)=O)OCC(=O)N(C)C 2-[[6-[[5-chloro-2-[4-[[3-(2,4-dioxohexahydropyrimidin-1-yl)-1-methyl-indazol-6-yl]amino]-1-piperidyl]pyrimidin-4-yl]amino]-1-methyl-2-oxo-3-quinolyl]oxy]-N,N-dimethyl-acetamide